C(C)(C)(C)N(C(O)=O)C=1C(=NC=C(C1)S(NCCN1C(CCC1)(C)C)(=O)=O)C.OC1=C(C=CC(=C1)O)/C=C/C(=O)NCCCNC(C1=CC=CC=C1)=O (E)-N-[3-(3-(2,4-dihydroxyphenyl)acrylamido)propyl]benzamide tert-butyl-(5-(N-(2-(2,2-dimethylpyrrolidin-1-yl)ethyl)sulfamoyl)-2-methylpyridin-3-yl)carbamate